tert-butyl (7S,8aS)-7-((E)-3-(3,4-difluorophenyl) allyl)-6-oxohexahydropyrrolo[1,2-a]pyrazine-2(1H)-carboxylate FC=1C=C(C=CC1F)/C=C/C[C@H]1C[C@@H]2N(CCN(C2)C(=O)OC(C)(C)C)C1=O